FC=1C(C[C@H]2CC([C@H]3[C@@H]4CC[C@H]([C@@H](CCC(=O)O)C)[C@]4(CC[C@@H]3[C@]2(C1)C)C)=O)=O 2-fluoro-3,7-dioxo-5β-chol-1-enic acid